(E)-3-(3-bromo-4-hydroxyphenyl)-N-(3-hydroxyamino-3-oxopropyl)-2-hydroxyiminopropionamide BrC=1C=C(C=CC1O)C\C(\C(=O)NCCC(=O)NO)=N/O